(S)-N-(4-cyclobutyl-3-(cyclopropylmethyl)-1-methyl-1H-pyrazol-5-yl)-2-(2,2,3,3-tetrafluorocyclobutyl)acetamide C1(CCC1)C=1C(=NN(C1NC(C[C@@H]1C(C(C1)(F)F)(F)F)=O)C)CC1CC1